NC1=CC=CC(=N1)S(=O)(=O)NC(=O)C=1C(=NC(=CC1)C1=CC(=CC=C1)CN1CCCCC1)OC1=C(C=C(C=C1C)C)C N-[(6-Amino-2-pyridyl)sulfonyl]-6-[3-(1-piperidylmethyl)phenyl]-2-(2,4,6-trimethylphenoxy)pyridin-3-carboxamid